4-chloro-6-(2,2-difluoroethoxy)-2-(2-methyl-2H-indazol-5-yl)-2H,3H-pyrido[3,2-c]pyridazin-3-one ClC1=C2C(=NN(C1=O)C1=CC3=CN(N=C3C=C1)C)C=CC(=N2)OCC(F)F